N-(3-(5-chloro-2-methoxyphenyl)-1-(2-(1-(hydroxymethyl)cyclopropyl-amino)-2-oxoethyl)-1H-pyrazol-4-yl)pyrazolo[1,5-a]pyrimidine-3-carboxamide ClC=1C=CC(=C(C1)C1=NN(C=C1NC(=O)C=1C=NN2C1N=CC=C2)CC(=O)NC2(CC2)CO)OC